BrC1=CC=C(C=C1)N1C=NN(C1=O)CSC1=CC(=C(OC(C(=O)O)(C)C)C=C1)Cl 2-(4-(((4-(4-Bromophenyl)-5-oxo-4,5-dihydro-1H-1,2,4-triazol-1-yl)methyl)thio)-2-chlorophenoxy)-2-methylpropionic acid